8-chloro-2-methyl-5-[[2-[3-([1,2,4]triazolo[4,3-a]pyridin-7-yl)propyl]-2-azaspiro[3.3]heptan-6-yl]oxy]phthalazin-1-one ClC=1C=CC(=C2C=NN(C(C12)=O)C)OC1CC2(CN(C2)CCCC2=CC=3N(C=C2)C=NN3)C1